4-(4-fluorophenyl)-3-oxobutanoic acid ethyl ester C(C)OC(CC(CC1=CC=C(C=C1)F)=O)=O